ClC1=CC(=C(C(=C1)C(C)C)NC(=O)NS(=O)(=O)C1=CC(=CC(=C1)C(C)(C)O)C#N)C(C)C N-(4-chloro-2,6-diisopropylphenyl-carbamoyl)-3-cyano-5-(2-hydroxypropan-2-yl)benzenesulfonamide